C(C)(C)(C)NC(=O)N1CC=2C=C(C(NC2CC1)=O)C(=O)NC\C=C\S(=O)(=O)C1=CC=C(C=C1)Cl N6-tert-butyl-N3-[(2E)-3-(4-chlorobenzenesulfonyl)prop-2-en-1-yl]-2-oxo-1,2,5,6,7,8-hexahydro-1,6-naphthyridine-3,6-dicarboxamide